NC1=NNC=C1C=1C(=NN(C1OCC1=CC=C(C=C1)Cl)C1=CC=CC=C1)C(F)(F)F 4-(3-amino-1H-pyrazol-4-yl)(4-chlorophenyl)methyl-1-phenyl-3-(trifluoromethyl)-1H-pyrazol-5-ol